CC1(C2=CC=CC=C2C=2C=CC(=CC12)C=1N=NNC1C(=O)O)C 4-(9,9-dimethyl-9H-fluoren-2-yl)-1H-1,2,3-triazole-5-carboxylic acid